4-(5-(benzyloxy)-2-methylbenzofuran-3-carboxamido)azepane-1-carboxylic acid tert-butyl ester C(C)(C)(C)OC(=O)N1CCC(CCC1)NC(=O)C1=C(OC2=C1C=C(C=C2)OCC2=CC=CC=C2)C